tert-Butyl 2-{4-[5-chloro-2-(1,2-oxazol-3-yl)phenyl]-5-methoxy-2-oxopyridin-1(2H)-yl}-3-[(2S)-tetrahydro-2H-pyran-2-yl]propanoate ClC=1C=CC(=C(C1)C1=CC(N(C=C1OC)C(C(=O)OC(C)(C)C)C[C@H]1OCCCC1)=O)C1=NOC=C1